C1(CC1)CN1C2CC(CC1CC2)C2=C(C=C(C=N2)NC2=NC=C(C(=N2)NC=2C=CC1=C(NC(O1)=O)C2)C)C 5-(2-(6-(8-(cyclopropylmethyl)-8-aza-bicyclo[3.2.1]octan-3-yl)-5-methylpyridin-3-ylamino)-5-methylpyrimidin-4-ylamino)benzo[d]oxazol-2(3H)-one